BrC=1C(=C(C=CC1)C=1N=C(C(=NC1)C=O)OC)Cl 5-(3-bromo-2-chlorophenyl)-3-methoxypyrazine-2-carboxaldehyde